2-methyl-1-phenyl-1H-benzo[g]indazole-3,4,5(2H)-trione CN1N(C=2C3=C(C(C(C2C1=O)=O)=O)C=CC=C3)C3=CC=CC=C3